C1(CC1)CN1C(=CC2=CC=C(C=C12)F)C=O (cyclopropylmethyl)-6-fluoro-1H-indole-2-carbaldehyde